CC(CCO)CCC=C(C)C 3,7-dimethyl-6-octen-1-ol